trans-rac-N-(2-Chloro-5-(2,2-dichloro-3-(3,5-dichlorophenyl)cyclopropane-1-carboxamido)phenyl)-3,4-difluorobenzamide ClC1=C(C=C(C=C1)NC(=O)[C@@H]1C([C@H]1C1=CC(=CC(=C1)Cl)Cl)(Cl)Cl)NC(C1=CC(=C(C=C1)F)F)=O |r|